1-(5-(3-(2-(dimethylamino)ethyl)-4-oxo-3,4-dihydro-quinazolin-6-yl)benzo[d]thiazol-2-yl)-3-(4-methoxyphenyl)urea CN(CCN1C=NC2=CC=C(C=C2C1=O)C=1C=CC2=C(N=C(S2)NC(=O)NC2=CC=C(C=C2)OC)C1)C